FC(SC1=CC=C(C=C1)N1C=2N(C[C@@H](C1)CNC(C=C)=O)N=CC2)(F)F |o1:13| (R)- or (S)-N-((4-(4-((trifluoromethyl)thio)phenyl)-4,5,6,7-tetrahydropyrazolo[1,5-a]pyrimidin-6-yl)methyl)acrylamide